[C@H](C)(CC)N1N=CC=2N=C(N=C(C21)NC(C)C2=NN1C(C=CC=C1)=C2)N2CCNCC2 4-[1-((S)-sec-Butyl)-7-(1-pyrazolo[1,5-a]pyridin-2-yl-ethylamino)-1H-pyrazolo[4,3-d]pyrimidin-5-yl]-piperazin